4-(chloromethyl)-N,N-dimethyl-1H-imidazole-1-sulfonamide ClCC=1N=CN(C1)S(=O)(=O)N(C)C